CC(C)(C)[S@](=O)N[C@@H](CC=C)C1=NC(=CC=C1)C1=C(C=NN1C)[N+](=O)[O-] (S)-2-methyl-N-[(1S)-1-[6-(1-methyl-4-nitro-1H-pyrazol-5-yl)pyridin-2-yl]but-3-en-1-yl]propane-2-sulfinamide